CON(C(=O)[C@@]1(N(CCC1)C(=O)OC(C)(C)C)C)C tert-butyl (2R)-2-[methoxy(methyl)carbamoyl]-2-methyl-pyrrolidine-1-carboxylate